ClC=1C=C(C=CC1OC(C)C)C=1C=C2CC([C@H](C2=CC1)N)(C)C (R)-5-(3-chloro-4-isopropoxyphenyl)-2,2-dimethyl-2,3-dihydro-1H-inden-1-amine